FC=1C=C(C=C(C1)F)[C@@H]1CC=NN1C(=O)N1CCN(CC1)C1=NC=CC(=N1)C1=CC(=CN1)C(=O)OC methyl (s)-5-(2-(4-(5-(3,5-difluorophenyl)-4,5-dihydro-1H-pyrazole-1-carbonyl)piperazin-1-yl)pyrimidin-4-yl)-1H-pyrrole-3-carboxylate